N-cyclohexyl-5-(pyridin-3-ylethynyl)-1H-pyrrolo[2,3-b]pyridine-4-Amine C1(CCCCC1)NC=1C2=C(N=CC1C#CC=1C=NC=CC1)NC=C2